FC1=CC=C(C=C1)[C@H](C)NC1=CC(=CC(=N1)NC1=NC=CN=C1)C=1C=NN(C1)C 6-N-[(1S)-1-(4-fluorophenyl)ethyl]-4-(1-methylpyrazol-4-yl)-2-N-pyrazin-2-ylpyridine-2,6-diamine